N(=C=O)C(C)(C)C1=CC=C(C=C1)C(C)(N=C=O)C 1,4-bis(1-isocyanato-1-methyl-ethyl)benzene